CN(C)C1CC12CN(C(CC2)=O)CC2=CC=C(C=C2)OCC(C)C (dimethylamino)-5-(4-isobutoxybenzyl)-5-azaspiro[2.5]octane-6-one